N-(allyloxycarbonyl)-O-tert-butyltyrosine C(C=C)OC(=O)N[C@@H](CC1=CC=C(C=C1)OC(C)(C)C)C(=O)O